FC=1C(=C(C=O)C=C(C1)[C@H]1[C@@H](C1)C1=CC=C(C=C1)N1CCCC1)O 3-fluoro-2-hydroxy-5-((1R,2R)-2-(4-(pyrrolidin-1-yl)phenyl)cyclopropyl)benzaldehyde